2-(1H-benzimidazol-2-yl)-4-vinylphenol N1C(=NC2=C1C=CC=C2)C2=C(C=CC(=C2)C=C)O